N1(CC(CCC1)C(=O)OCC)C(=O)OC(C)(C)C 1-(tert-butyl) 3-ethyl piperidine-1,3-dicarboxylate